2-tetradecylamino-1,4-naphthoquinone C(CCCCCCCCCCCCC)NC=1C(C2=CC=CC=C2C(C1)=O)=O